COC=1C=C(C=C(C1C)OC)[C@H]([C@H](CC1=NC2=C(N1)C=CC(=C2)CC(=O)O)OC=2CC1=CC=CC=C1C2)O 2-[2-[(2S,3R)-3-(3,5-dimethoxy-4-methyl-phenyl)-3-hydroxy-2-inden-2-yloxy-propyl]-1H-benzimidazol-5-yl]acetic acid